6-Aza-deoxyuridine [C@@H]1(C[C@H](O)[C@@H](CO)O1)N1C(=O)NC(=O)C=N1